ClC1=CC(=C(S1)C1=CC=C(C(=N1)C)O[C@@H]1C[C@H](CCC1)C(=O)OC)COC(N(CC(F)(F)F)C)=O methyl (1S,3S)-3-((6-(5-chloro-3-(((methyl(2,2,2-trifluoroethyl)carbamoyl)oxy)methyl)thiophen-2-yl)-2-methylpyridin-3-yl)oxy)cyclohexane-1-carboxylate